C(=S)O.C(=S)O thiocarboxylate (thioformate)